[Na].[Na].OC(CN)C=1C=C(C(O)=CC1)O 4-(1-hydroxy-2-aminoethyl)catechol disodium